[Si](C)(C)(C(C)(C)C)OCC1(CC1)COC=1N=C(C2=C(N1)C(=C(N=C2)Cl)F)N2CC1(CCO1)CCC2 6-(2-((1-(((tert-butyldimethylsilyl)oxy)methyl)cyclopropyl)methoxy)-7-chloro-8-fluoropyrido[4,3-d]pyrimidin-4-yl)-1-oxa-6-azaspiro[3.5]nonane